5-Methylsulfanylpyridin-3-yl 3-[4-(4-chlorothiazol-2-yl)-1H-1,2,3-triazol-1-yl]-3-deoxy-2-O-methyl-1-thio-α-D-galactopyranoside ClC=1N=C(SC1)C=1N=NN(C1)[C@@H]1[C@H]([C@@H](SC=2C=NC=C(C2)SC)O[C@@H]([C@@H]1O)CO)OC